[C@@H]1([C@@H](CC1)C(=O)O)C(=O)O |r| racemic-trans-cyclobutane-1,2-dicarboxylic acid